(13C3)acetone [13CH3][13C](=O)[13CH3]